2,2,2-trifluoroacetaldehyde compound with 3-(5-(4-(3-aminopropyl)piperazin-1-yl)-1-oxoisoindolin-2-yl)piperidine-2,6-dione NCCCN1CCN(CC1)C=1C=C2CN(C(C2=CC1)=O)C1C(NC(CC1)=O)=O.FC(C=O)(F)F